(Z)-3-(3-(3,5-bis(trifluoromethyl)phenyl)-1H-1,2,4-triazol-1-yl)-N'-(pyridin-4-yl)acrylohydrazide FC(C=1C=C(C=C(C1)C(F)(F)F)C1=NN(C=N1)\C=C/C(=O)NNC1=CC=NC=C1)(F)F